(2R)-2-(3-{5-chloro-2-[(oxacyclohex-4-yl)amino]pyrimidin-4-yl}-5-oxo-5H,6H,7H-pyrrolo[3,4-b]pyridin-6-yl)-N-[(1S)-2-hydroxy-1-(6-methoxypyridin-2-yl)ethyl]propionamide ClC=1C(=NC(=NC1)NC1CCOCC1)C=1C=C2C(=NC1)CN(C2=O)[C@@H](C(=O)N[C@H](CO)C2=NC(=CC=C2)OC)C